6-methoxy-2H-benzo[b][1,4]Oxazine COC1=CC2=C(OCC=N2)C=C1